CC1=C2C3C=CC(C2=CC=C1)N3C(=O)OC(C)(C)C tert-Butyl 3-methyl-11-azatricyclo[6.2.1.02,7]undeca-2,4,6,9-tetraene-11-carboxylate